(3-amino-5-methyl-4,5,6,7-tetrahydro-pyrazolo[4,3-c]pyridin-2-yl)(2-methyl-1H-indol-4-yl)methanone NC=1N(N=C2C1CN(CC2)C)C(=O)C2=C1C=C(NC1=CC=C2)C